(2R,4R)-1-(3-chloro-2-fluorobenzyl)-2-ethyl-4-((3-fluoro-4-(2-hydroxypropan-2-yl)-6-((5-methyl-1H-pyrazol-3-yl)amino)pyridin-2-yl)methyl)piperidine-4-carboxylic acid ClC=1C(=C(CN2[C@@H](C[C@@](CC2)(C(=O)O)CC2=NC(=CC(=C2F)C(C)(C)O)NC2=NNC(=C2)C)CC)C=CC1)F